N-(5-(3-(cyclopropylmethyl)-4-oxo-3,4-dihydro-quinazolin-6-yl)pyridin-2-yl)-3,3-difluorovaleramide C1(CC1)CN1C=NC2=CC=C(C=C2C1=O)C=1C=CC(=NC1)NC(CC(CC)(F)F)=O